(4S)-4-Benzyl-3-(3-(1-bromoethyl)-5-methylphenyl)oxaolidin-2-one C(C1=CC=CC=C1)[C@H]1C(C(OC1)=O)C1=CC(=CC(=C1)C)C(C)Br